C(#N)[Si](O[Si](C)(C)C)(C)C#N dicyanotetramethyldisiloxane